5-amino-2,2-dimethyl-pentanol tert-butyl-4-bromo-1-methyl-1H-pyrazole-3-carboxylate C(C)(C)(C)C1=C(C(=NN1C)C(=O)OCC(CCCN)(C)C)Br